NC1=NC=NN2C1=CC=C2[C@H]2[C@@H]([C@@H]([C@@](O2)(C#N)COP(=O)(OC2=CC=CC=C2)N[C@@H](CCCCNC(=O)OCC2=CC=CC=C2)C(=O)OCC(CC)CC)O)O 2-ethylbutyl N2-((((2R,3S,4R,5S)-5-(4-aminopyrrolo[2,1-f][1,2,4]triazin-7-yl)-2-cyano-3,4-dihydroxytetrahydrofuran-2-yl)methoxy)(phenoxy)phosphoryl)-N6-((benzyloxy)carbonyl)-L-lysinate